FC(C1=NC(=NO1)C1=CC=C(C=C1)CN1C=CC2=NC=CC=C21)(F)F 1-[[4-[5-(trifluoromethyl)-1,2,4-oxadiazol-3-yl]phenyl]methyl]-1H-pyrrolo[3,2-b]pyridine